Cl.FC(OC=1C=CC=C(C1)O)(F)F 5-(trifluoromethoxy)phenol hydrochloride